C(=O)(Cl)Cl carbonic acid, chloride